1-((1S,2S)-2-(3-chloro-6-(2,4-dimethoxypyrimidin-5-yl)pyridazin-4-yl)cyclopropyl)ethan-1-ol ClC=1N=NC(=CC1[C@@H]1[C@H](C1)C(C)O)C=1C(=NC(=NC1)OC)OC